[SiH]1=NN=NC1 triazasilacyclopentadiene